FC=1C=C2C=NN(C(C2=CC1)=O)C1CNCCC1 3-(6-fluoro-1-oxophthalazin-2(1H)-yl)piperidine